C(C)(C)(C)OC(=O)N1CC(C1)C(C)(O)C=1C=C(C(=C(C(=O)O)C1)C(C1=CC=C(C=C1)Cl)=O)F 5-(1-(1-(tert-butoxycarbonyl)azetidin-3-yl)-1-hydroxyethyl)-2-(4-chlorobenzoyl)-3-fluorobenzoic acid